6-((2S,4S)-2-(fluoromethyl)-4-((5-(trifluoromethoxy)pyridin-2-yl)oxy)pyrrolidin-1-yl)nicotinic acid FC[C@H]1N(C[C@H](C1)OC1=NC=C(C=C1)OC(F)(F)F)C1=NC=C(C(=O)O)C=C1